Racemic-trans-2-[[6-[(6-methoxy-2-methyl-3,4-dihydro-1H-isoquinolin-7-yl)amino]pyrazolo[3,4-d]pyrimidin-1-yl]methyl]cyclopentanecarboxamide COC=1C=C2CCN(CC2=CC1NC1=NC=C2C(=N1)N(N=C2)C[C@H]2[C@@H](CCC2)C(=O)N)C |r|